2-ethylhexyl 4-(dimethylamino)-benzoate CN(C1=CC=C(C(=O)OCC(CCCC)CC)C=C1)C